OCCNC1=CC=CC=C1C 6-HYDROXYETHYLAMINO-TOLUENE